BrC1=CC=C(C=C1)C=1N=C2N(C=CC=C2)C1CC1=CC=C(N(C)C)C=C1 4-((2-(4-Bromophenyl)imidazo[1,2-a]pyridin-3-yl)methyl)-N,N-dimethylaniline